BrC1=C2N=CC(=NC2=CC(=C1)CO[Si](C)(C)C(C)(C)C)OC 5-bromo-7-((tert-butyldimethylsilyloxy)methyl)-2-methoxyquinoxaline